IC1=C(C=C(C=C1)C)[N+](=O)[O-] 1-iodo-4-methyl-2-nitrobenzene